[N+](=O)([O-])C=1C=NN(C1)C1=CC(=NC=C1)NC([O-])=O [4-(4-nitropyrazol-1-yl)-2-pyridyl]carbamate